methyl 4-(2,4,5-trifluorophenyl)-3-oxobutanoate FC1=C(C=C(C(=C1)F)F)CC(CC(=O)OC)=O